3-methyl-1-vinyl-1H-imidazole CN1CN(C=C1)C=C